7-[(3R)-1-benzylpiperidin-3-yl]-3-[2-(methoxymethoxy)-6-methyl-4-(trifluoromethyl)phenyl]-6,7-dihydro-5H-pyrrolo[2,3-c]pyridazine C(C1=CC=CC=C1)N1C[C@@H](CCC1)N1CCC2=C1N=NC(=C2)C2=C(C=C(C=C2C)C(F)(F)F)OCOC